[I].C(C)(=O)C1(C(=NOC1C)C)C(C)=O diacetyl-3,5-dimethyl-isoxazole iodine